4-carbazolphosphonic acid C1=CC=C(C=2C3=CC=CC=C3NC12)P(O)(=O)O